1,2,3,4-tetramethylcyclobutane CC1C(C(C1C)C)C